9-(1-isopropylbenzimidazol-4-yl)-carbazole C(C)(C)N1C=NC2=C1C=CC=C2N2C1=CC=CC=C1C=1C=CC=CC21